2-((1S,2R,4S)-2-(hydroxymethyl)-4-methyl-3-oxoquinuclidin-2-yl)acetonitrile OC[C@]1(N2CCC(C1=O)(CC2)C)CC#N